CC1=C(NC2=CC(=CC=C12)N1CCOCC1)C(=O)N1CCC(CC1)C=1C=C2CN(C(C2=CC1)=O)C1C(NC(CC1)=O)=O 3-(5-(1-(3-Methyl-6-morpholino-1H-indole-2-carbonyl)piperidin-4-yl)-1-oxoisoindolin-2-yl)piperidine-2,6-dione